COC1=CC=C(C=C1)C1=C(C(C2=CC=CC=C2)(C2=CC=CC=C2)SC(C2=C(C=CC=C2)C2=CC=C(C=C2)OC)(C2=CC=CC=C2)C2=CC=CC=C2)C=CC=C1 4-methoxyphenyltrityl sulfide